pyrenecarboxaldehyde hydrazone C1(=CC=C2C=CC3=CC=CC4=CC=C1C2=C34)C=NN